6-((1-(4-(2-(2-aminopyridin-3-yl)-6-phenyl-3H-imidazo[4,5-b]pyridin-3-yl)benzyl)piperidin-4-yl)oxy)nicotinonitrile NC1=NC=CC=C1C1=NC=2C(=NC=C(C2)C2=CC=CC=C2)N1C1=CC=C(CN2CCC(CC2)OC2=NC=C(C#N)C=C2)C=C1